FC(C1=NC(=CC(=C1)NC1CCC(CC1)NC(C1=CC=C(C=C1)N1N=NN=C1)=O)C(F)(F)F)(F)F N-[(1s,4s)-4-{[2,6-bis(trifluoromethyl)pyridin-4-yl]amino}cyclohexyl]-4-(1H-1,2,3,4-tetrazol-1-yl)benzamide